(Z)-5-(3-(1-(ethoxyimino)-2,3-dihydro-1H-inden-4-yl)-1,2,4-oxadiazol-5-yl)-2-isopropoxybenzonitrile C(C)O\N=C/1\CCC2=C(C=CC=C12)C1=NOC(=N1)C=1C=CC(=C(C#N)C1)OC(C)C